3-((5-(1-(2,2-difluoroethyl)-4-fluoro-2-methyl-1H-benzo[d]imidazol-6-yl)-6-fluoro-4-methoxypyrrolo[2,1-f][1,2,4]triazin-2-yl)amino)-2,2-dimethylpropanenitrile FC(CN1C(=NC2=C1C=C(C=C2F)C=2C(=CN1N=C(N=C(C12)OC)NCC(C#N)(C)C)F)C)F